1,2-dihydroxypropyl-trimethyl-ammonium chloride [Cl-].OC(C(C)O)[N+](C)(C)C